C(C)(C)(C)OC(=O)N[C@H](C(=O)O)CC1=CNC2=NC=CC=C21 (S)-2-((tert-Butoxycarbonyl)amino)-3-(1H-pyrrolo[2,3-b]pyridin-3-yl)propionic acid